pyridinyl-N-t-butylnitrone N1=C(C=CC=C1)C=[N+]([O-])C(C)(C)C